C[C@@H]1N([C@@H](CN(C1)C1=NC(=CC=C1)C=1C=NN2C1C=C(C=C2)C(F)(F)F)C)C(=O)OC(C)(C)C tert-butyl (2S,6R)-2,6-dimethyl-4-[6-[5-(trifluoromethyl)pyrazolo[1,5-a]pyridin-3-yl]-2-pyridyl]piperazine-1-carboxylate